Butyl-((R)-4-{(1R,3aR,4S,7aR)-4-[(tert-butyldimethylsilyl)oxy]-7a-methyloctahydro-1H-inden-1-yl}pent-1-yn-1-yl)dimethylsilane C(CCC)[Si](C)(C)C#CC[C@@H](C)[C@H]1CC[C@H]2[C@H](CCC[C@]12C)O[Si](C)(C)C(C)(C)C